N-hydroxy-4-(3-(4-((((1S,2R)-2-(1-phenyl-1H-pyrazol-4-yl)cyclopropyl)amino)methyl)piperidin-1-yl)propyl)benzamide ONC(C1=CC=C(C=C1)CCCN1CCC(CC1)CN[C@@H]1[C@H](C1)C=1C=NN(C1)C1=CC=CC=C1)=O